2'-(benzyloxy)-6-(piperazin-1-yl)-[2,3'-bipyridin]-6'-ol C(C1=CC=CC=C1)OC1=NC(=CC=C1C1=NC(=CC=C1)N1CCNCC1)O